FC(C1=CC=C(C=C1)/C=C/CC1CN(CC1)C(C=C=O)=O)(F)F (E)-1-(3-(3-(4-(trifluoromethyl)phenyl)allyl)pyrrolidin-1-yl)prop-2-en-1-oneON